FC(C=1C=CC(=NC1)NN=CC1=C(C(=C(C=C1)O)O)O)(F)F 2,3,4-trihydroxybenzaldehyde-5-trifluoromethyl-2-pyridylhydrazone